C12OCC(C1)(C2)C2=NC(=CC(N2)=O)C 2-(2-Oxabicyclo[2.1.1]hex-4-yl)-6-methylpyrimidin-4(3H)-one